(R)-2-((2-chloro-6-ethyl-5,6,7,8-tetrahydropyrido[4,3-d]pyrimidin-4-yl)oxy)-1-fluoro-10-methyl-8,9,10,11-tetrahydro-5H-pyrido[3',4':4,5]pyrrolo[2,3-f]isoquinolin-7(6H)-one ClC=1N=C(C2=C(N1)CCN(C2)CC)OC=2N=CC=1CCC3=C(C1C2F)NC2=C3C(NC[C@H]2C)=O